methyl (E)-4-(((2-(3,5-bis(trifluoromethyl)benzylidene)-1-oxo-2,3-dihydro-1H-inden-5-yl)oxy)methyl)benzoate FC(C=1C=C(\C=C/2\C(C3=CC=C(C=C3C2)OCC2=CC=C(C(=O)OC)C=C2)=O)C=C(C1)C(F)(F)F)(F)F